C(C)N(CCCCC)CC diethyl-pentylamine